3-(1-methyl-6-(methyl(piperidin-4-yl)amino)-1H-indol-3-yl)piperidine-2,6-dione dihydrochloride Cl.Cl.CN1C=C(C2=CC=C(C=C12)N(C1CCNCC1)C)C1C(NC(CC1)=O)=O